methyl 4-chloro-3'-(((2-(4-hydroxycyclopent-2-en-1-yl)-1-oxoisoindolin-5-yl)oxy)methyl)-[1,1'-biphenyl]-3-carboxylate ClC1=C(C=C(C=C1)C1=CC(=CC=C1)COC=1C=C2CN(C(C2=CC1)=O)C1C=CC(C1)O)C(=O)OC